(6-([1,1'-biphenyl]-3-ylmethyl)-5-(2-fluoropropionyl)-5-azaspiro[2.4]heptan-7-yl)methanesulfonamide bis(2-ethylhexyl)phosphate C(C)C(COP(=O)(OCC(CCCC)CC)O)CCCC.C1(=CC(=CC=C1)CC1N(CC2(CC2)C1CS(=O)(=O)N)C(C(C)F)=O)C1=CC=CC=C1